1-(5-fluoro-3-pyridinyl)ethanone FC=1C=C(C=NC1)C(C)=O